2,4-dihydropyridine-3-carboxamide N1CC(CC=C1)C(=O)N